6-[cyclopentyl(fluoro)methyl]-3-[6-cyclopropyl-4-[4-fluoro-2-(4-methyl-1,2,4-triazol-3-yl)phenyl]pyridin-2-yl]-5H-pyrrolo[3,2-d]pyrimidin-4-one C1(CCCC1)C(C1=CC=2N=CN(C(C2N1)=O)C1=NC(=CC(=C1)C1=C(C=C(C=C1)F)C1=NN=CN1C)C1CC1)F